CN(C1=CC(=NC=C1)[Sn](CCCC)(CCCC)CCCC)C N,N-dimethyl-2-(tributylstannyl)pyridin-4-amine